tert-butyl (2S,4R)-2-((methylsulfonyl)methyl)-4-(5-(3-(trifluoromethyl)-phenyl)oxazole-2-carboxamido)pyrrolidine-1-carboxylate CS(=O)(=O)C[C@H]1N(C[C@@H](C1)NC(=O)C=1OC(=CN1)C1=CC(=CC=C1)C(F)(F)F)C(=O)OC(C)(C)C